ClC1=CC=C(C=N1)C[N+]1=C2N(C(C(=C1)C1SCC(S1)C)=O)C=CC=C2 1-((6-chloropyridin-3-yl)methyl)-3-(4-methyl-1,3-dithiolan-2-yl)-4-oxo-4H-pyrido[1,2-a]pyrimidinium